Cl.FC(C1=C(C=CC(=C1)C)C=1CCCC2=C(C1C1=CC=C(C=C1)CC1CN(C1)CCCF)C=CC(=C2)C(=O)O)F 8-(2-(difluoromethyl)-4-methylphenyl)-9-(4-((1-(3-fluoropropyl)azetidin-3-yl)methyl)phenyl)-6,7-dihydro-5H-benzo[7]annulene-3-carboxylic acid hydrochloride